ethyl 3-(2,5-dioxo-2,5-dihydro-1H-pyrrol-1-yl)-2,2-dimethylpropanoate O=C1N(C(C=C1)=O)CC(C(=O)OCC)(C)C